C(C)S(=O)(=O)C=1C(=NC=CC1)C1=NC2=C(N1C)C=CC(=C2)OC(F)(F)F 2-(3-ethylsulfonylpyridin-2-yl)-1-methyl-5-trifluoromethoxy-1H-benzimidazole